C(C1CO1)CCCC(C)O[Si](OCC)(C)C 3-glycidylpropyldimethyldiethoxysilane